1-(tert-butyl)-4-(5-chloro-2-(difluoromethoxy)pyridin-3-yl)piperazine C(C)(C)(C)N1CCN(CC1)C=1C(=NC=C(C1)Cl)OC(F)F